2-(4-phenoxyphenyl)-4-phenylpentanedioic acid O(C1=CC=CC=C1)C1=CC=C(C=C1)C(C(=O)O)CC(C(=O)O)C1=CC=CC=C1